1-Ethyl-3-propylpiperidinium fluorid [F-].C(C)[NH+]1CC(CCC1)CCC